CNC1=NC=NC2=CC=CC=C12 N-methyl-quinazolin-4-amine